CN([C@@H]1CNCC1)CCC1=CC=CC=C1 (S)-N-methyl-N-phenethylpyrrolidin-3-amine